TRANS-4-HYDROXY-TETRAHYDRO-2-FUROIC ACID O[C@H]1C[C@@H](OC1)C(=O)O